FC1=C(C=CC2=C1[C@H]([C@@H]([C@H](O2)C)O)NC(=O)C=2C=NC(=CC2)C2=C1C(=NC=C2)NC=C1)F N-[(2R,3S,4R)-5,6-Difluoro-3-hydroxy-2-methyl-3,4-dihydro-2H-1-benzopyran-4-yl]-6-{1H-pyrrolo[2,3-b]pyridin-4-yl}pyridine-3-carboxamide